8-(1-(2,2-difluoroethyl)-1H-pyrazolo[3,4-b]pyrazin-6-yl)-2-((2-(difluoromethoxy)pyridin-4-yl)methyl)-2,8-diazaspiro[4.5]decan-3-one FC(CN1N=CC=2C1=NC(=CN2)N2CCC1(CC(N(C1)CC1=CC(=NC=C1)OC(F)F)=O)CC2)F